3-vinyl-1-(2-hydroxy-3-sulfopropyl)pyridinium C(=C)C=1C=[N+](C=CC1)CC(CS(=O)(=O)O)O